(S) or (R)-4-((dimethylamino)methyl)-3-fluoro-N'-((1,2,3,5,6,7-hexahydro-s-indacen-4-yl)carbamoyl)benzenesulfonimidamide CN(C)CC1=C(C=C(C=C1)[S@](=O)(N)=NC(NC1=C2CCCC2=CC=2CCCC12)=O)F |o1:10|